4'-(2-(3-(but-3-yn-1-yl)-3H-diazirin-3-yl)ethoxy)-[1,1'-biphenyl] C(CC#C)C1(N=N1)CCOC1=CC=C(C=C1)C1=CC=CC=C1